4-(3,7-Bis(dimethylamino)-5,5-dimethyldibenzo[b,e]silin-10(5H)-yliden)-N-(4-(6-methyl-1,2,4,5-tetrazin-3-yl)benzyl)butanamid CN(C=1C=CC2=C([Si](C3=C(C2=CCCC(=O)NCC2=CC=C(C=C2)C=2N=NC(=NN2)C)C=CC(=C3)N(C)C)(C)C)C1)C